(dl)-5-(Methylamino)-6-(3-methylimidazo[4,5-c]pyridin-7-yl)-3-[4-[rel-(1R)-1-morpholinoethyl]anilino]pyrazine-2-carboxamide formate salt C(=O)O.CNC=1N=C(C(=NC1C=1C2=C(C=NC1)N(C=N2)C)C(=O)N)NC2=CC=C(C=C2)[C@@H](C)N2CCOCC2 |o1:31|